C12NCC(C1N1C(=NC=3C(=NC=4C(=C(C(=CC4C31)Cl)C3=CC(=CC1=CC=CC=C31)O)F)N3CC(C3)N(C)C)C)C2 4-(1-((endo)-2-azabicyclo[2.1.1]hexan-5-yl)-8-chloro-4-(3-(dimethylamino)azetidin-1-yl)-6-fluoro-2-methyl-1H-imidazo[4,5-c]quinolin-7-yl)naphthalen-2-ol